C1(CCCC1)N1C(N(CC=2C1=NC(=NC2)S(=O)C)[C@@H]2CN(CC2)C(=O)OC(C)(C)C)=O tert-butyl (3S)-3-(1-cyclopentyl-7-(methylsulfinyl)-2-oxo-1,4-dihydropyrimido[4,5-d]pyrimidin-3(2H)-yl)pyrrolidine-1-carboxylate